methyl 5-((5-fluoro-2-methoxybenzyl) amino)-1-(tetrahydro-2H-pyran-2-yl)-1H-indazole-3-carboxylate FC=1C=CC(=C(CNC=2C=C3C(=NN(C3=CC2)C2OCCCC2)C(=O)OC)C1)OC